[6-(3,6-diphenyl-9H-carbazol-9-yl) hexyl] phosphate P(=O)(OCCCCCCN1C2=CC=C(C=C2C=2C=C(C=CC12)C1=CC=CC=C1)C1=CC=CC=C1)([O-])[O-]